(S)-N-(1-(4-(4-isopropyl-5-(8-methoxy-[1,2,4]triazolo[1,5-a]pyridin-6-yl)-1H-pyrazol-3-yl)phenyl)ethyl)-N-methylpropan-2-amine C(C)(C)C=1C(=NNC1C=1C=C(C=2N(C1)N=CN2)OC)C2=CC=C(C=C2)[C@H](C)N(C(C)C)C